CC1=C(C=C(C=C1)OC(F)(F)F)NC(OC1=CC=CC=C1)=O phenyl (2-methyl-5-(trifluoromethoxy)phenyl)carbamate